C(C)(C)(C)OC(=O)N1CC(C(CC1)=O)C(=O)O 4-oxo-piperidine-1,3-dicarboxylic acid 1-tert-butyl ester